dioleyl peroxide C(CCCCCCC\C=C/CCCCCCCC)OOCCCCCCCC\C=C/CCCCCCCC